C(C1=CC=CC=C1)OCC[C@H]1[C@@H](C1)C(=O)OCC ethyl (1R,2S)-2-(2-(benzyloxy)ethyl)cyclopropanecarboxylate